2'-[6-amino-5-(trifluoromethyl)pyridin-3-yl]-N-[1-(3-fluorophenyl)cyclobutyl]-5',6'-dihydrospiro[azetidine-3,4'-pyrrolo[1,2-b]pyrazole]-1-carboxamide NC1=C(C=C(C=N1)C=1C=C2N(N1)CCC21CN(C1)C(=O)NC1(CCC1)C1=CC(=CC=C1)F)C(F)(F)F